FC1=C(C(=O)N[C@@H](C(=O)N2CCC3(C(CN(C3)C(C)C)C3=CC=C(C=C3)F)CC2)C(C)C)C=C(C=C1)C(F)(F)F 2-fluoro-N-((2R)-1-(4-(4-fluorophenyl)-2-isopropyl-2,8-diazaspiro[4.5]-decan-8-yl)-3-methyl-1-oxobutan-2-yl)-5-(trifluoromethyl)benzamide